BrCC=1C=C(C=CC1)CC(=O)NC1=CC(=NC=C1)C(=O)NC(C)(C)C 4-[[2-[3-(Bromomethyl)phenyl]acetyl]amino]-N-tert-butyl-pyridine-2-carboxamide